hydrochloric acid ketovalerate O=C(C(=O)O)CCC.Cl